1-(3-fluoropyrazin-2-yl)-1H-pyrazole-3-amine FC=1C(=NC=CN1)N1N=C(C=C1)N